OC1=C(C=C(C=C1)C(C)(C)C1=CC(=C(C=C1)O)C(C)(C)C)C(C)(C)C 2,2-Bis(4-hydroxy-3-tert.butylphenyl)propan